CC1=CC=C(C(=O)OC2=C(C(=CC(=C2)Cl)C=NC(CC2=CC=C(C=C2)OC(C(C)C)=O)C(COC)=O)O)C=C1 5-chloro-2-hydroxy-3-((1-(4-(isobutyryloxy)phenyl)-4-methoxy-3-oxobutan-2-ylimino)methyl)phenyl 4-methylbenzoate